2-(3-fluoro-2-methoxy-5-(1-methoxyethyl)phenyl)-2-((R)-3-((5-(4-methoxy-5,6,7,8-tetrahydro-1,8-naphthyridin-2-yl)pentyl)oxy)pyrrolidin-1-yl)acetic acid FC=1C(=C(C=C(C1)C(C)OC)C(C(=O)O)N1C[C@@H](CC1)OCCCCCC1=NC=2NCCCC2C(=C1)OC)OC